6-({2-[4'-(2-{bis[(2S,3R,4R,5R)-2,3,4,5,6-pentahydroxyhexyl]amino}ethyl)-[1,1'-biphenyl]-4-yl]ethyl}carbamoyl)-1,3-diethyl-1H-1,3-benzodiazol-3-ium trifluoroacetate FC(C(=O)[O-])(F)F.O[C@@H](CN(CCC1=CC=C(C=C1)C1=CC=C(C=C1)CCNC(=O)C=1C=CC2=C(N(C=[N+]2CC)CC)C1)C[C@@H]([C@H]([C@@H]([C@@H](CO)O)O)O)O)[C@H]([C@@H]([C@@H](CO)O)O)O